ICC(F)F iodo-2,2-difluoroethane